4-[(4S,5R)-4,5-bis(4-chlorophenyl)-2-[4-hydroxy-3-(propan-2-yloxy)phenyl]imidazolidine-1-carbonyl]piperazin-2-one ClC1=CC=C(C=C1)[C@@H]1NC(N([C@@H]1C1=CC=C(C=C1)Cl)C(=O)N1CC(NCC1)=O)C1=CC(=C(C=C1)O)OC(C)C